1-{1-[(2,5-dioxotetrahydro-1H-pyrrol-1-yl)oxy]-1-oxohex-6-yl}pyrrole-2,5-dione O=C1N(C(CC1)=O)OC(CCCCCN1C(C=CC1=O)=O)=O